ClC=1C=C(C(=O)NC2=CC=C(C=C2)C2(CCC2)C(NCC(F)(F)F)=O)C=CC1 3-chloro-N-(4-{1-[(2,2,2-trifluoroethyl)carbamoyl]cyclobutyl}phenyl)benzamide